(2S,5S)-49-(2,5-dioxo-2,5-dihydro-1H-pyrrol-1-yl)-5-isopropyl-2-methyl-4,7,47-trioxo-10,13,16,19,22,25,28,31,34,37,40,43-dodecaoxa-3,6,46-triazanonatetracontanamide O=C1N(C(C=C1)=O)CCC(NCCOCCOCCOCCOCCOCCOCCOCCOCCOCCOCCOCCOCCC(N[C@H](C(N[C@H](C(=O)N)C)=O)C(C)C)=O)=O